N'-(4-(3-((3,5-dimethylbenzyl)oxy)oxetan-3-yl)-2,5-dimethylphenyl)-N-ethyl-N-methylformimidamide CC=1C=C(COC2(COC2)C2=CC(=C(C=C2C)N=CN(C)CC)C)C=C(C1)C